C(C)N(C=1N2C=C(C=C2C=C(C1C)C#N)C1=CC=C(C=C1)N1CCOCC1)C1CCOCC1 5-(ethyl-(tetrahydro-2H-pyran-4-yl)amino)-6-methyl-2-(4-morpholinophenyl)indolizine-7-carbonitrile